C1(CC1)CN1N=C(C(=C1)NC(=O)C=1N=C(SC1)C=1C=NNC1)OC N-[1-(cyclopropylmethyl)-3-methoxy-1H-pyrazol-4-yl]-2-(1H-pyrazol-4-yl)-1,3-thiazole-4-carboxamide